C1=C(C=CC2=CC=CC=C12)C=1C2=CC=CC=C2C(=C2C=CC(=CC12)C1=CC=C(C=C1)C1=NC2=C(N1C1=CC=CC=C1)C=CC=C2)C2=CC1=CC=CC=C1C=C2 2-[4-(9,10-Di-naphthalen-2-yl-anthracen-2-yl)-phenyl]-1-phenyl-1H-benzoimidazole